COC(CP(OCC)(OCC)=O)=O diethyl (2-methoxy-2-oxoethyl)phosphonate